C(C)N1CCC(CC1)C1=CC=C(C=C1)C1=CC(=C2CN(C(C2=C1)=O)[C@@H](C(=O)NC=1SC=CN1)C1=C(C=CC(=C1)F)OC)F |r| (2RS)-2-[6-[4-(1-Ethyl-4-piperidyl)phenyl]-4-fluoro-1-oxo-isoindolin-2-yl]-2-(5-fluoro-2-methoxy-phenyl)-N-thiazol-2-yl-acetamide